N-[2-(1H-indol-3-yl)ethyl]-2-[5-(trifluoromethyl)pyridin-3-yl]-5H,6H,7H,8H-pyrido[3,4-d]pyrimidin-4-amine N1C=C(C2=CC=CC=C12)CCNC=1C2=C(N=C(N1)C=1C=NC=C(C1)C(F)(F)F)CNCC2